FC1=C(C(=O)N(C(C#C)=O)CCCOC=2C(=C(C(=O)[O-])C=CC2OC)NC(C#C)=O)C(=CC=C1)F 3-(2,6-difluoro-N-propioloylbenzamido)propoxy-4-methoxy-2-propiolamidobenzoate